ClC=1C=C(C=C(C1OC)OC)C=1N=C(NC(C1C#N)=O)SCC1=C(C=CC=C1)Cl 4-(3-chloro-4,5-dimethoxyphenyl)-2-((2-chlorobenzyl)thio)-6-oxo-1,6-dihydropyrimidine-5-carbonitrile